tert-butyl 4-(3-((5-(trifluoromethyl)pyridin-2-yl)amino)pyrazin-2-yl)-3,6-dihydropyridine-1(2H)-carboxylate FC(C=1C=CC(=NC1)NC=1C(=NC=CN1)C=1CCN(CC1)C(=O)OC(C)(C)C)(F)F